N-(2-cyanocyclohexyl)-1-[(2R)-2-(4-cyclopropyltriazol-1-yl)-3,3-dimethyl-butyryl]-4-hydroxy-pyrrolidine-2-carboxamide C(#N)C1C(CCCC1)NC(=O)C1N(CC(C1)O)C([C@@H](C(C)(C)C)N1N=NC(=C1)C1CC1)=O